(R)-(-)-3-Hydroxybutyric acid C[C@H](CC(=O)O)O